1-(3-cyclohexylidenepropyl)-4-(trifluoromethyl)benzene Methyl-2-(difluoromethyl)-4-methoxypyridine-3-carboxylate COC(=O)C=1C(=NC=CC1OC)C(F)F.C1(CCCCC1)=CCCC1=CC=C(C=C1)C(F)(F)F